FC1=C(C(=O)OC)C=CC(=C1)C1N(CCNC1)CC1=C2C=CN(C2=C(C=C1OC)C)S(=O)(=O)C1=CC=C(C)C=C1 methyl 2-fluoro-4-(1-((5-methoxy-7-methyl-1-tosyl-1H-indol-4-yl)methyl)piperazin-2-yl)benzoate